acryloyloxypropyl-methyldimethoxysilane C(C=C)(=O)OCCC[Si](OC)(OC)C